ClC=1C(=C2C=NNC2=CC1C)C1=NC=CC2=C1SC=1N=C(N=C(C12)N1CCOC[C@](C1)(O)C)OC[C@]12CCCN2C[C@@H](C1)F (6S)-4-(8-(5-chloro-6-methyl-1H-indazol-4-yl)-2-(((2R,7aS)-2-fluorotetrahydro-1H-pyrrolizin-7a(5H)-yl)methoxy)pyrido[4',3':4,5]thieno[2,3-d]pyrimidin-4-yl)-6-methyl-1,4-oxazepan-6-ol